N-butyl-formamide C(CCC)NC=O